BrC=1C=C(C=CC1)C1OC2=C(C1)C=C(C=C2C)Cl 2-(m-bromophenyl)-5-chloro-7-methyl-2,3-dihydro-1-benzofuran